3-((1S,3R)-3-((5-cyano-4-((1,5-dimethyl-1H-pyrazol-4-yl)amino)pyrimidin-2-yl)amino)cyclohexyl)-3H-imidazo[4,5-b]pyridine-6-carbonitrile C(#N)C=1C(=NC(=NC1)N[C@H]1C[C@H](CCC1)N1C=NC=2C1=NC=C(C2)C#N)NC=2C=NN(C2C)C